BrC1=CC(OC1OCC)=O 4-bromo-5-ethoxy-2(5H)-furanone